C(CC(C)CCC=C(C)C)(=O)C(C(O)(C(CC(C)CCC=C(C)C)=O)C(CC(C)CCC=C(C)C)=O)(O)CO triscitronelloyl-glycerol